O=C1NC(CCC1N1C(N(C2=C1C=CC(=C2)N2CCC(CC2)OC2CC(C2)OC2CCN(CC2)C(=O)OC(C)(C)C)C)=O)=O tert-butyl 4-[3-[[1-[1-(2,6-dioxo-3-piperidyl)-3-methyl-2-oxo-benzimidazol-5-yl]-4-piperidyl]oxy]cyclobutoxy]piperidine-1-carboxylate